3,4-dihydroxy-2-methoxybenzaldehyde OC=1C(=C(C=O)C=CC1O)OC